bis(aminophenyl)-3,5-bis(trifluoromethyl)phenylphosphine oxide NC1=C(C=CC=C1)P(C1=CC(=CC(=C1)C(F)(F)F)C(F)(F)F)(C1=C(C=CC=C1)N)=O